C(CCCCCC)(=O)[O-] enanthic acid anion